2-(4-methyl-6-{[(3R)-1'-[(1s,3s)-3-hydroxycyclobutyl]-[1,4'-bipiperidin]-3-yl]amino}pyridazin-3-yl)-5-(trifluoromethyl)phenol CC1=C(N=NC(=C1)N[C@H]1CN(CCC1)C1CCN(CC1)C1CC(C1)O)C1=C(C=C(C=C1)C(F)(F)F)O